NCCNC(=O)C1CCC(CC1)N1C(C=CC1=O)=O N-(2-aminoethyl)-4-(2,5-dioxo-2,5-dihydro-1H-pyrrol-1-yl)cyclohexanecarboxamide